(R)-1-(2-pyridyl)ethanol N1=C(C=CC=C1)[C@@H](C)O